4-(4-Nitro-1H-pyrazol-1-yl)-1-(oxetan-3-yl)piperidine [N+](=O)([O-])C=1C=NN(C1)C1CCN(CC1)C1COC1